(5-amino-8-bromo-7-fluoroquinolin-6-yl)-[6,7-difluoro-1-(oxan-2-yl)indazol-4-yl]methanone NC1=C2C=CC=NC2=C(C(=C1C(=O)C1=C2C=NN(C2=C(C(=C1)F)F)C1OCCCC1)F)Br